hydroxy-2,5,7,8-Tetramethylchromane-2-carboxylic acid methyl ester COC(=O)C1(OC2=C(C(=CC(=C2CC1O)C)C)C)C